2-[2-[4-(2-azido-3-methyl-5-oxo-tetrahydrofuran-2-yl)phenyl]hydrazono]malononitrile N(=[N+]=[N-])C1(OC(CC1C)=O)C1=CC=C(C=C1)NN=C(C#N)C#N